4-[2-(3-Methylbenzoyl)hydrazinocarbonyl]piperidine-1-carboxylic acid tert-butyl ester C(C)(C)(C)OC(=O)N1CCC(CC1)C(=O)NNC(C1=CC(=CC=C1)C)=O